C1(CC1)S(=O)(=O)NC1=CC(=NC=C1)[C@@H](C[C@@H]1N(CCCC1)C(C)C)NC(=O)C=1SC(=CN1)C1=NC(=CN=C1)OCC N-[(1R)-1-(4-cyclopropanesulfonamidopyridin-2-yl)-2-[(2R)-1-isopropylpiperidin-2-yl]ethyl]-5-(6-ethoxypyrazin-2-yl)-1,3-thiazole-2-carboxamide